ClC=1C=NC=CC1C 3-chloro-4-methylpyridine